BrC=1C=CC=2N(C1)C=C(N2)NC(CN2CCN(CC2)CCCOC2=C(CNC(OC(C)(C)C)=O)C=CC(=C2)C2=C(N=CS2)C)=O tert-butyl (2-(3-(4-(2-((6-bromoimidazo[1,2-a]pyridin-2-yl)amino)-2-oxoethyl)piperazin-1-yl)propoxy)-4-(4-methylthiazol-5-yl)benzyl)carbamate